titanium tantalum alloyl-titanium dioxide [O-2].[O-2].C(C=C)(=O)[Ti+3].[Ta+5].[Ti+4]